C[C@@H](C(=O)O)N(C1CCCCC1)C(=O)OCC2C3=CC=CC=C3C4=CC=CC=C24 fmoc-D-cyclohexylalanine